N-(4-((4-nitrobenzyl)amino)phenyl)decanamide [N+](=O)([O-])C1=CC=C(CNC2=CC=C(C=C2)NC(CCCCCCCCC)=O)C=C1